NC=1N=NC(=CC1N1CCC(CC1)(C(=O)N1CC2(C1)CCN(CC2)C(=O)OC(C)(C)C)C2=CC=CC=C2)C2=C(C=CC=C2)O tert-butyl 2-(1-(3-amino-6-(2-hydroxyphenyl)pyridazin-4-yl)-4-phenylpiperidine-4-carbonyl)-2,7-diazaspiro[3.5]nonane-7-carboxylate